O1CC=CC2=CC=CC=C12 Chromene